ClC1=C(C(=CC2=C1CCO2)I)C(=O)O 4-chloro-6-iodo-2,3-dihydrobenzofuran-5-carboxylic acid